3-(1-pyrenyl)acrylonitrile C1(=CC=C2C=CC3=CC=CC4=CC=C1C2=C34)C=CC#N